BrC=1C=C(C2=C(N(C(=N2)C)C2COC2)C1)F 6-bromo-4-fluoro-2-methyl-1-(oxetan-3-yl)-1H-benzimidazole